C(C)(=O)O[C@@H]1[C@H](CCC1)OCC1=NC=C(C=N1)B1OC(C(O1)(C)C)(C)C [(1S,2s)-2-[[5-(4,4,5,5-tetramethyl-1,3,2-dioxaborolan-2-yl)pyrimidin-2-yl]methoxy]cyclopentyl] acetate